C(C)(C)(C)P([C-]1C=CC=C1)C(C)(C)C.[CH-]1C=CC=C1.[Fe+2] 1-(di-tert-butyl-phosphino)ferrocene